C(C)(C)C1=C(NC2=CC=C(C=C12)C1CN(C1)CCS(=O)(=O)C)C=1C=C(C=2N(C1)N=CN2)OC 6-(3-isopropyl-5-(1-(2-(methylsulfonyl)ethyl)azetidin-3-yl)-1H-indol-2-yl)-8-methoxy-[1,2,4]triazolo[1,5-a]pyridine